6-bromo-2-(4-bromophenyl)benzothiazole BrC1=CC2=C(N=C(S2)C2=CC=C(C=C2)Br)C=C1